NC1=C2C(=NC=N1)N(N=C2C#CC=2C=C(C=CC2C)NC(=O)N2OCC[C@@H]2C2=CC=CC=C2)C2CN(C2)C (R)-N-(3-((4-amino-1-(1-methylazetidin-3-yl)-1H-pyrazolo[3,4-d]pyrimidin-3-yl)ethynyl)-4-methylphenyl)-3-phenylisoxazolidin-2-carboxamide